ClC=1SC(=CC1C(NS(=O)C(C)(C)C)C1=CC(=CC=C1)Cl)C(=O)C=1C(=NC=NC1)Cl rac-N-[{2-Chloro-5-[(4-chloropyrimidin-5-yl)carbonyl]-3-thienyl}(3-chlorophenyl)methyl]-2-methylpropane-2-sulfinamide